1-(2-((diphenylmethylene)amino)-4-(4-methylpiperazin-1-yl)phenyl)cyclopropane-1-carbonitrile C1(=CC=CC=C1)C(C1=CC=CC=C1)=NC1=C(C=CC(=C1)N1CCN(CC1)C)C1(CC1)C#N